C1(=CC=CC=C1)COC1=CC(=CC=C1)C1CC(CC1)CC(C)(F)F (phenylmethyloxy)-3-(3-(2,2-difluoropropyl)cyclopentyl)benzene